tert-butyl (S)-(1-(3-(4-chloro-1-methyl-3-(methylsulfonamido)-1H-indazol-7-yl)quinolin-2-yl)-2-(3,5-difluorophenyl)ethyl)carbamate ClC1=C2C(=NN(C2=C(C=C1)C=1C(=NC2=CC=CC=C2C1)[C@H](CC1=CC(=CC(=C1)F)F)NC(OC(C)(C)C)=O)C)NS(=O)(=O)C